[N+](=O)([O-])[O-].N1=C(C=CC=C1)C1=NC=CC=C1.N1=C(C=CC=C1)C1=NC=CC=C1.N1=C(C=CC=C1)C1=NC=CC=C1.[Cu+2].[N+](=O)([O-])[O-] copper tris-bipyridyl nitrate